BrC1=CC(N(C=C1C)CC1=NC=2C(=NC(=CC2)C(=O)OC)N1C[C@H]1OCC1)=O (S)-methyl 2-((4-bromo-5-methyl-2-oxopyridin-1(2H)-yl) methyl)-3-(oxetan-2-ylmethyl)-3H-imidazo[4,5-b]pyridine-5-carboxylate